5-(2,6-difluoro-4-(2-methyl-2H-indazol-4-yl)benzyl)-4-oxo-N-(2-oxaspiro[3.3]heptan-6-yl)-4,5-dihydrofuro[3,2-c]pyridine-7-carboxamide FC1=C(CN2C(C3=C(C(=C2)C(=O)NC2CC4(COC4)C2)OC=C3)=O)C(=CC(=C1)C=1C3=CN(N=C3C=CC1)C)F